2-ethyl-2'-methyl-spiro[6,7-dihydrothieno[3,2-c]pyran-4,4'-piperidine] C(C)C1=CC2=C(CCOC23CC(NCC3)C)S1